1,3-dipropoyloxy-2-methylenepropane C(CC)(=O)OCC(COC(CC)=O)=C